methyl 5-methyl-2-(4-((3-methyl-4-((1-methyl-1H-benzoimidazol-5-yl)oxy)phenyl)amino)pyrimidin-5-yl)oxazole-4-carboxylate CC1=C(N=C(O1)C=1C(=NC=NC1)NC1=CC(=C(C=C1)OC1=CC2=C(N(C=N2)C)C=C1)C)C(=O)OC